1-(3-((4-fluorophenyl)ethynyl)-4-nitrophenyl)-3-(2-(pyridin-3-yl)ethyl)urea FC1=CC=C(C=C1)C#CC=1C=C(C=CC1[N+](=O)[O-])NC(=O)NCCC=1C=NC=CC1